4-(4-chloro-1-methyl-1H-indol-7-yl)-7,7-dimethyl-2-(2-(2-propenoyl)-2,6-diazaspiro[3.4]octan-6-yl)-7,8-dihydro-5H-pyrano[4,3-b]pyridine-3-carbonitrile ClC1=C2C=CN(C2=C(C=C1)C1=C2C(=NC(=C1C#N)N1CC3(CN(C3)C(C=C)=O)CC1)CC(OC2)(C)C)C